CC1=C2C(C=C(NC2=NC=C1)C1=CC=CC=C1)=O 5-methyl-2-phenyl-1H-1,8-naphthyridin-4-one